tert-butyl (2-((4-chloro-3-nitrophenyl)sulfonamido)ethyl)carbamate ClC1=C(C=C(C=C1)S(=O)(=O)NCCNC(OC(C)(C)C)=O)[N+](=O)[O-]